1-((3R)-3-((5-chloro-7-fluoro-6-(3-hydroxynaphthalen-1-yl)benzo[c]isothiazol-3-yl)amino)piperidin-1-yl)prop-2-en-1-one ClC1=CC=2C(=NSC2N[C@H]2CN(CCC2)C(C=C)=O)C(=C1C1=CC(=CC2=CC=CC=C12)O)F